6-(2H-benzo[d][1,2,3]triazol-2-yl)-N,N,N-trimethylhexan-1-aminium N=1N(N=C2C1C=CC=C2)CCCCCC[N+](C)(C)C